OCCC(C)O 1,3-dihydroxybutane